1,2-dichloro-1,1,4,4,4-pentafluorobut-2-ene ClC(C(=CC(F)(F)F)Cl)(F)F